10-(3-(3-oxa-7-azabicyclo[3.3.1]nonan-7-yl)propyl)-3,7-dibromo-10H-benzo[b]pyrido[2,3-e][1,4]oxazine C12COCC(CN(C1)CCCN1C3=C(OC4=C1N=CC(=C4)Br)C=C(C=C3)Br)C2